C(N)(=N)N1CC2=CC=C(C=C2C1)NC(C1=CC=C(C(=O)NC2=CC=C(C=C2)C=2CCN(CC2)C(N)=N)C=C1)=O N-(2-carbamimidoyl-2,3-dihydro-1H-isoindol-5-yl)-N'-[4-(1-carbamimidoyl-1,2,3,6-tetrahydro-pyridin-4-yl)-phenyl]-terephthalamide